CP(=O)(C)C=1C=C(C(=O)O)C=CC1 3-dimethylphosphorylbenzoic acid